5-((3aS,6aR)-2-iminohexahydro-1H-thieno[3,4-d]imidazol-4-yl)pentanoic acid N=C1N[C@H]2[C@@H](N1)CSC2CCCCC(=O)O